(S)-2-((1-methyl-1H-pyrazolo[3,4-d]pyrimidin-4-yl)amino)-4-((2-((6-methylpyridin-3-yl)oxy)ethyl)(4-(5,6,7,8-tetrahydro-1,8-naphthyridin-2-yl)butyl)amino)butanoic acid CN1N=CC=2C1=NC=NC2N[C@H](C(=O)O)CCN(CCCCC2=NC=1NCCCC1C=C2)CCOC=2C=NC(=CC2)C